4-methyl-2-methylbenzimidazole CC1=CC=CC=2N=C(NC21)C